N[C@H]1[C@H](O)O[C@@H]([C@H]([C@@H]1O)O)CO 2-deoxy-2-amino-β-glucopyranose